F[C@@H]1CN(CC[C@@H]1OC)C1=NC=CC(=N1)NC=1N=CC2=C(N=CC(=C2C1)C(C)C)N1[C@@H]([C@H](C1)CS(=O)(=O)C)C N-{2-[(3R,4S)-3-fluoro-4-methoxypiperidin-1-yl]pyrimidin-4-yl}-8-[(2R,3S)-3-(methanesulfonylmeth-yl)-2-methylazetidin-1-yl]-5-(propan-2-yl)-2,7-naphthyridin-3-amine